methyl (1S,4R)-4-[[(5R)-3-(3,5-difluorophenyl)-5-methyl-4H-isoxazole-5-carbonyl]amino]cyclopent-2-ene-1-carboxylate FC=1C=C(C=C(C1)F)C1=NO[C@](C1)(C(=O)N[C@H]1C=C[C@H](C1)C(=O)OC)C